2-[5-(4-chlorophenyl)-1,3,4-oxadiazol-2-yl]-2-methylpropanamide ClC1=CC=C(C=C1)C1=NN=C(O1)C(C(=O)N)(C)C